(S)-1-(4-chloropyrimidin-2-yl)pyrrolidin-3-ol ClC1=NC(=NC=C1)N1C[C@H](CC1)O